2-(8-Chloro-9-(4,4,5,5-tetramethyl-1,3,2-dioxaborolan-2-yl)-5,6-dihydro-4H-[1,4]oxazepino[5,6,7-de]quinazolin-4-yl)-N,N-dimethylethan-1-amine ClC1=C2C=3C(=NC=NC3C=C1B1OC(C(O1)(C)C)(C)C)N(CCO2)CCN(C)C